7-(R)-(8-ethynyl-7-Fluoro-3-hydroxynaphthalen-1-yl)-8-fluoroquinazoline-6-carbonitrile C(#C)C=1C(=CC=C2C=C(C=C(C12)C1=C(C=C2C=NC=NC2=C1F)C#N)O)F